COC(=O)C1=NC(=C(C(=C1Cl)N)F)C1=CC=C2C=CN(C2=C1F)C(C(C)C)=O.FC1(C(C2(CCC1C2)CCBr)(F)F)F tetrafluorobromoethyl-norbornane Methyl-4-amino-3-chloro-5-fluoro-6-(7-fluoro-1-isobutyryl-1H-indol-6-yl)pyridin-2-carboxylate